C1C(CC2CCCCC12)CCO 2-(octahydro-1H-inden-2-yl)ethanol